C(C1=CC=CC=C1)OC1=CC(=C(C(=O)OC2=C(C(=C(C(=O)OCOC)C(=C2C)C)OCOC)Cl)C(=C1)C)OC methoxymethyl 4-((4-(benzyloxy)-2-methoxy-6-methyl benzoyl)oxy)-3-chloro-2-(methoxymethoxy)-5,6-dimethylbenzoate